(4-((3-(3-bromo-7-(((E)-3-fluoro-1-methylpiperidin-4-yl)amino)benzo[b]thiophen-2-yl)prop-2-yn-1-yl)amino)-3-methoxyphenyl)dimethylphosphine oxide BrC=1C2=C(SC1C#CCNC1=C(C=C(C=C1)P(C)(C)=O)OC)C(=CC=C2)NC2C(CN(CC2)C)F